Tert-butyl 4-[4-fluoro-1-[1-[(4-methoxyphenyl)methyl]-2,6-dioxo-3-piperidyl]-3-methyl-2-oxo-benzimidazol-5-yl]piperazine-1-carboxylate FC1=C(C=CC=2N(C(N(C21)C)=O)C2C(N(C(CC2)=O)CC2=CC=C(C=C2)OC)=O)N2CCN(CC2)C(=O)OC(C)(C)C